diethyl ketoxime C(C)C(=NO)CC